1,4-dicyano-2-methyl-3-hexene C(#N)CC(C=C(CC)C#N)C